1,2-dihydro-2-oxo-3H-indol O=C1NC2=CC=CC=C2C1